COC(=O)C1=NC(=CN=C1)N1CCC2=CC=CC=C12 6-(2,3-dihydro-1H-indol-1-yl)pyrazine-2-carboxylic acid methyl ester